5-bromo-3-methyl-1,2,4-oxadiazole BrC1=NC(=NO1)C